[16,16,16-2H3]hexadecanoic acid C(CCCCCCCCCCCCCCC([2H])([2H])[2H])(=O)O